(4-Bromo-2,5-dimethoxyphenyl)methanol BrC1=CC(=C(C=C1OC)CO)OC